tetrachloroethane-d2 [2H]C([2H])(C(Cl)(Cl)Cl)Cl